3,5-diiodopyridine IC=1C=NC=C(C1)I